(5S)-5-[3,5-Dimethoxy-4-(4-fluorobenzyloxy)-phenyl]-5,9-dihydro-8H-furo[3',4':6,7]naphtho[2,3-d][1,3]dioxol-6-one COC=1C=C(C=C(C1OCC1=CC=C(C=C1)F)OC)[C@H]1C2=CC3=C(OCO3)C=C2CC2=C1C(OC2)=O